8-(4-chlorophenyl)-3-methyl-6-[rac-(2R,4R)-2-(1-methylpyrazol-4-yl)tetrahydropyran-4-yl]-2-(trifluoromethyl)pyrido[3,4-d]pyrimidin-4-one ClC1=CC=C(C=C1)C1=NC(=CC2=C1N=C(N(C2=O)C)C(F)(F)F)[C@H]2C[C@@H](OCC2)C=2C=NN(C2)C |r|